N-(4-((2-((2,4-difluorophenyl)amino)-5,6-dihydro-4H-imidazo[4,5,1-ij]quinolin-7-yl)oxy)pyridin-2-yl)acetamide FC1=C(C=CC(=C1)F)NC1=NC=2C=CC(=C3CCCN1C23)OC2=CC(=NC=C2)NC(C)=O